OCC(CCCCCCCCC(=O)OC(CCCCCCCC)CCCCCCCC)CO heptadecan-9-yl 11-hydroxy-10-(hydroxymethyl)undecanoate